N-{2-[bis(2-hydroxyethyl)amino]-ethyl}-4-{[6-(5-chloro-2-fluoro-phenyl)-2H,3H,4H-pyrido[3,2-b]-[1,4]oxazin-8-yl]amino}pyridine-3-carboxamide OCCN(CCNC(=O)C=1C=NC=CC1NC1=CC(=NC2=C1OCCN2)C2=C(C=CC(=C2)Cl)F)CCO